(S)-3-(3-(5-(trifluoromethyl)pyridin-2-yloxy)pyrrolidin-1-yl)biphenyl-4-carbonitrile FC(C=1C=CC(=NC1)O[C@@H]1CN(CC1)C=1C=C(C=CC1C#N)C1=CC=CC=C1)(F)F